FC1N(C2(C3=CC(=CC=C13)OC)CCC1(CC2)OCCO1)C[C@H](COCC1=CC=C(C=C1)OC)C fluoro-6''-methoxy-2''-{(2R)-3-[(4-methoxyphenyl)methoxy]-2-methylpropyl}-2'',3''-dihydro-dispiro[[1,3]dioxolane-2,1'-cyclohexane-4',1''-isoindole]